N1=C(C=CC=C1)N1CC2(C1)CN(CC2C(=O)OCC)C(=O)C2=CN=CS2 ethyl 2-(pyridin-2-yl)-6-(thiazole-5-carbonyl)-2,6-diazaspiro[3.4]octane-8-carboxylate